N-(1'-(6-methyl-2-(2-oxa-7-azaspiro[3.5]nonan-7-yl)pyrimidin-4-yl)-1',2'-dihydrospiro[cyclopropane-1,3'-pyrrolo[3,2-c]pyridin]-6'-yl)acetamide CC1=CC(=NC(=N1)N1CCC2(COC2)CC1)N1CC2(C=3C=NC(=CC31)NC(C)=O)CC2